isopropyl (S)-2-((S)-2-(2-cyanoacetoxy)-3-(7-fluoro-1H-indol-3-yl)propanamido)-6-diazo-5-oxohexanoate C(#N)CC(=O)O[C@H](C(=O)N[C@H](C(=O)OC(C)C)CCC(C=[N+]=[N-])=O)CC1=CNC2=C(C=CC=C12)F